P(=O)(OCCCCCCCC)(OOCCCCCCCC)[O-] n-octyl n-octyloxy phosphate